OC1([C@H]2CN(C[C@@H]1CC2)C2=NN=C(S2)C=2C(=CC(=NC2)C2=CC=C1N2N=CC(=C1)C#N)NC(C)C)C 7-(5-(5-((1R,5S,8r)-8-hydroxy-8-methyl-3-azabicyclo[3.2.1]oct-3-yl)-1,3,4-thiadiazol-2-yl)-4-(isopropylamino)pyridin-2-yl)pyrrolo[1,2-b]pyridazine-3-carbonitrile